C(C)(=O)C1=CC=2SC3=CC=C(C=C3SC2C=C1)C(C)=O 2,7-diacetyl-thianthrene